N,N-dimethylphenyldimethoxysilylpropylamine CN(C)CCC[Si](OC)(OC)C1=CC=CC=C1